CSC=1NC(C2=C(N1)NC(CC2C2=CC=C(C=C2)[N+](=O)[O-])=O)=O 2-methylthio-5-(4-nitrophenyl)-5,6-dihydropyrido[2,3-d]pyrimidine-4,7(3H,8H)-dione